CNCC1OCC2(C=3C=CC4=C(C13)ONO4)CC2 N-methyl-1-(7'H,9'H-spiro[cyclopropane-1,6'-[1,3]dioxazolo[4,5-h]isochromen]-9'-yl)methylamine